CN(C(OC(C)(C)C)=O)C1CNCC1 tert-butyl N-methyl-N-pyrrolidin-3-yl-carbamate